BrC=1C=C(C(=NC1F)NS(=O)(=O)C=1C=NN2C1C=CC(=C2)CC(F)(F)F)OC N-(5-bromo-6-fluoro-3-methoxypyridin-2-yl)-6-(2,2,2-trifluoroethyl)pyrazolo[1,5-a]pyridine-3-sulfonamide